Cl.NC1=C(C=CC(=C1)C(=O)OCC)B(O)O 2-AMINO-4-(ETHOXYCARBONYL)BENZENEBORONIC ACID HYDROCHLORIDE